2-[1-[6-Methyl-4-oxo-2-(1-oxo-2,9-diazaspiro[4.5]decan-9-yl)chromen-8-yl]ethylamino]benzoic acid CC=1C=C2C(C=C(OC2=C(C1)C(C)NC1=C(C(=O)O)C=CC=C1)N1CCCC2(CCNC2=O)C1)=O